[Cl-].ClC=[NH+]C N-(chloromethylene)-N-methyl-ammonium chloride